N-{[2-fluoro-3-methoxy-6-(4-methyl-1,2,3-triazol-1-yl)phenyl]methyl}-2-methyl-1-[(2-methyl-3,4-dihydro-1H-isoquinolin-7-yl)methyl]imidazole-4-carboxamide FC1=C(C(=CC=C1OC)N1N=NC(=C1)C)CNC(=O)C=1N=C(N(C1)CC1=CC=C2CCN(CC2=C1)C)C